(1S,3aR,6aS)-N-((R)-1-cyano-2-((S)-2-oxopiperidin-3-yl)ethyl)-2-(4-(difluoromethyl)-7-chloro-1H-indole-2-carbonyl)-5,5-difluorooctahydrocyclopenta[c]pyrrole-1-carboxamide C(#N)[C@@H](C[C@H]1C(NCCC1)=O)NC(=O)[C@H]1N(C[C@H]2[C@@H]1CC(C2)(F)F)C(=O)C=2NC1=C(C=CC(=C1C2)C(F)F)Cl